C1(CC1)C=1N=C(C(=NC1C=1C2=C(C=NC1)N(C=N2)C)C(=O)N)NC=2C(=NN(C2)CC(F)F)C 5-Cyclopropyl-3-[[1-(2,2-difluoroethyl)-3-methyl-pyrazol-4-yl]amino]-6-(3-methylimidazo[4,5-c]pyridin-7-yl)pyrazin-2-carboxamid